[NH4+].[NH4+].C(N)(SCCSC(N)=S)=S ethylene bis(dithiocarbamate) diammonium